C(C(C)C)N1CCCC2=CC=C(C=C12)NC(CCCCCCCCCCCCCCC)=O isobutyl-7-(N-palmitoylamino)-1,2,3,4-tetrahydroquinoline